FC(COC1=NC=CC2=CC=CC=C12)(F)F 1-Trifluoroethoxyisoquinoline